ClC1=C(C=CC=C1)N1C(N=C(C2=C1N=C(C=C2)C)N2CC(CC2)(C)O)=O 1-(2-chlorophenyl)-4-(3-hydroxy-3-methylpyrrolidin-1-yl)-7-methylpyrido[2,3-d]pyrimidin-2(1H)-one